(R)-(4-chlorobenzofuran-7-yl)(8-methyl-3-(3-methyl-1,2,4-thiadiazol-5-yl)-5,6-dihydro-[1,2,4]triazolo[4,3-a]pyrazin-7(8H)-yl)methanone Choline azide [N-]=[N+]=[N-].OCC[N+](C)(C)C.ClC1=CC=C(C2=C1C=CO2)C(=O)N2[C@@H](C=1N(CC2)C(=NN1)C1=NC(=NS1)C)C